C(C=C)(=O)OCCCCCCCCCCCCCCCCCCCCCC (docosyl) acrylate